FC1(C(C1)N1N=C(C(=C1)C1=NC(=CC=C1C(C)O)N1C=NC2=C1C=CC(=C2)NC=2N=NC(=CC2)C)C)F 1-[2-[1-(2,2-difluorocyclopropyl)-3-methyl-pyrazol-4-yl]-6-[5-[(6-methylpyridazin-3-yl)amino]benzimidazol-1-yl]-3-pyridyl]ethanol